(S)-5-(5-(difluoromethyl)-1,2,4-oxadiazol-3-yl)-N-(2-methylpyridin-4-yl)-2,3-dihydro-1H-indene-1-carboxamide FC(C1=NC(=NO1)C=1C=C2CC[C@@H](C2=CC1)C(=O)NC1=CC(=NC=C1)C)F